tert-butyl 4-[(1r,3r)-3-{4-[4-chloro-2-(2,6-dioxopiperidin-3-yl)-1-oxo-3H-isoindol-5-yl]piperazin-1-yl}cyclobutoxy]piperidine-1-carboxylate ClC1=C2CN(C(C2=CC=C1N1CCN(CC1)C1CC(C1)OC1CCN(CC1)C(=O)OC(C)(C)C)=O)[C@H]1C(NC(CC1)=O)=O